tert-butyl (3-aminopropyl)((tributylstannyl)methyl)carbamate NCCCN(C(OC(C)(C)C)=O)C[Sn](CCCC)(CCCC)CCCC